C(C)N1N=CC2=C1N(C(C=1C=C(C=C(C21)C(C)NC2=C(C(=O)O)C=CC=C2)C)=O)CC 2-((1-(3,4-diethyl-7-methyl-5-oxo-4,5-dihydro-3H-pyrazolo[3,4-c]isoquinolin-9-yl)ethyl)amino)benzoic acid